para-tolyl acrylate C(C=C)(=O)OC1=CC=C(C=C1)C